C(C)(C)(C)OC(=O)N[C@@H](C(C)C)C(=O)OC[C@H]1O[C@@]([C@@H]([C@@H]1OC(C(C)C)=O)O)(C#N)C1=CC=C2C(=NC=NN21)N ((2R,3S,4R,5R)-5-(4-aminopyrrolo[2,1-f][1,2,4]triazin-7-yl)-5-cyano-4-hydroxy-3-(isobutyryloxy)tetrahydrofuran-2-yl)methyl (tert-butoxycarbonyl)-L-valinate